O1CCN(CC2=C1C=CC=C2)C(=O)C2=NNC1=C2CCC1 (2,3-dihydro-1,4-benzoxazepin-4(5H)-yl)(1,4,5,6-tetrahydro-3-cyclopentapyrazolyl)methanone